Isobutyl (1-hydroxy-7-methyl-1,3-dihydrobenzo[c][1,2]oxaborole-6-carbonyl)-L-valinate OB1OCC2=C1C(=C(C=C2)C(=O)N[C@@H](C(C)C)C(=O)OCC(C)C)C